COC1=C(C=CC=C1)C=1C(=CN=NC1)C(=O)NC=1SC2=NC(=CC=C2N1)C1=CC=C(C=C1)NS(=O)(=O)C 5-(2-methoxyphenyl)-N-(5-(4-(methylsulfonylamino)phenyl)thiazolo[5,4-b]pyridin-2-yl)pyridazine-4-carboxamide